C(C)(C)(C)OC(C1=CN=C(C(=C1)[N+](=O)[O-])Cl)=O 6-chloro-5-Nitronicotinic acid tert-butyl ester